N-((1R,4r)-4-(2-(((R)-2-(6-Cyanopyridin-2-yl)-2-hydroxyethyl)amino)-2-methylpropyl)cyclohexyl)acetamide C(#N)C1=CC=CC(=N1)[C@@H](CNC(CC1CCC(CC1)NC(C)=O)(C)C)O